Methyl (1S,3R)-3-((tert-butoxycarbonyl)(methyl)amino)cyclopentane-1-carboxylate C(C)(C)(C)OC(=O)N([C@H]1C[C@H](CC1)C(=O)OC)C